allyl-lauric acid C(C=C)C(C(=O)O)CCCCCCCCCC